6-chloro-N-methyl-4-(methylamino)nicotinamide ClC1=NC=C(C(=O)NC)C(=C1)NC